6-((1-Acetylpiperidin-4-yl)amino)-2-(4-methylpiperazin-1-yl)pyrimidine-4-carboxylic acid C(C)(=O)N1CCC(CC1)NC1=CC(=NC(=N1)N1CCN(CC1)C)C(=O)O